(3S,5S)-1-benzyl-5-((1,3-dioxo-isoindolin-2-yl)methyl)pyrrolidine-3-carbonitrile C(C1=CC=CC=C1)N1C[C@H](C[C@H]1CN1C(C2=CC=CC=C2C1=O)=O)C#N